FC(C1(CC1)C(=O)OCC)F ethyl 1-(difluoro-methyl)cyclopropanecarboxylate